ClC1=NC=C(C(=C1)C(=O)NCCC1=CC(=CC=C1)Cl)OC1=CC(=CC=C1)C 2-chloro-N-[2-(3-chlorophenyl)ethyl]-5-(3-methylphenoxy)pyridine-4-carboxamide